C(C1=CC=CC=C1)OC(=O)N[C@H](C(=O)OC)CC=O (S)-methyl 2-(((benzyloxy) carbonyl) amino)-4-oxobutanoate